C(C)S(=O)(=O)C1=C(N=C(N1C)C=1C=NC=NC1)C(=O)O 5-ethylsulfonyl-1-methyl-2-pyrimidin-5-yl-imidazole-4-carboxylic acid